N-((4-(azetidin-3-yloxy)piperidin-1-yl)sulfonyl)-5-chloro-4-(cyclopentylmethoxy)-2-fluorobenzamide N1CC(C1)OC1CCN(CC1)S(=O)(=O)NC(C1=C(C=C(C(=C1)Cl)OCC1CCCC1)F)=O